(±)-3,7-dimethyl-7-octenol C[C@@H](CCO)CCCC(=C)C |r|